4,4'-dihydroxy-(1,1'-biphenyl)-3-sulfonic acid OC1=C(C=C(C=C1)C1=CC=C(C=C1)O)S(=O)(=O)O